ClC1=CC=CC(=N1)NC(=O)[C@H]1NC[C@@H](C1)F (2S,4R)-N-(6-chloropyridin-2-yl)-4-fluoropyrrolidine-2-carboxamide